(1-ethoxyvinyl)-2-(trifluoromethyl)pyrimidine C(C)OC(=C)C1=NC(=NC=C1)C(F)(F)F